methyl 2-(5-bromo-2,3-dihydroxybenzylideneamino)-3-methylbutanoate BrC=1C=C(C(=C(C=NC(C(=O)OC)C(C)C)C1)O)O